ClC1=CC=C2C(=N1)C(CC2)(O)C 2-chloro-7-methyl-6,7-dihydro-5H-cyclopenta[b]pyridin-7-ol